[Na].[N+](=O)([O-])CC nitroethane sodium salt